C(#N)C1=C(C=CC=C1)[C@H]([C@@H](C)C=1N(C(C(=C(N1)C(=O)NC=1C=NOC1)O)=O)C)C1=NC(=CN=C1)C 2-((1s,2r)-1-(2-cyanophenyl)-1-(6-methylpyrazin-2-yl)propan-2-yl)-5-hydroxy-N-(isoxazol-4-yl)-1-methyl-6-oxo-1,6-dihydropyrimidine-4-carboxamide